C1(=CC=CC=C1)C1=NC(=NC(=N1)C1=CC(=CC=C1)C=1C=NC=CC1)C=1C=C(C=CC1)C=1C(=C(C(=C(C1)C1=CC=CC=C1)C1=CC=CC=C1)C1=CC=CC=C1)C1=CC=CC=C1 2-phenyl-4-(3-(pyridin-3-yl)phenyl)-6-(3',4',5'-triphenyl-[1,1':2',1''-terphenyl]-3-yl)-1,3,5-triazine